5-amino-3-cyano-1,2,4-triazole NC1=NC(=NN1)C#N